1-tetrahydronaphthalenone C1(CCCC2CC=CC=C12)=O